ethyl 2-methyl-2-(3-Nitropyridin-2-yl)propionate CC(C(=O)OCC)(C)C1=NC=CC=C1[N+](=O)[O-]